6-[1-[4-[[tert-butyl(diphenyl)silyl]oxymethyl]cyclohexyl]pyrazol-4-yl]-4-(6-fluoro-3-pyridyl)pyrazolo[1,5-a]pyrazine-3-carbonitrile [Si](C1=CC=CC=C1)(C1=CC=CC=C1)(C(C)(C)C)OCC1CCC(CC1)N1N=CC(=C1)C=1N=C(C=2N(C1)N=CC2C#N)C=2C=NC(=CC2)F